1-(3-cyanophenyl)-5-(furan-2-yl)-1H-pyrazole-3-carboxylic acid methyl ester COC(=O)C1=NN(C(=C1)C=1OC=CC1)C1=CC(=CC=C1)C#N